NC[C@H]1C[C@H]([C@]2([C@@]1(C1=NC=C(C=C1O2)Cl)O)C2=CC=C(C=C2)Br)C2=CC=CC=C2 |r| rac-(5aR,6S,8R,8aR)-8-(aminomethyl)-5a-(4-bromophenyl)-3-chloro-6-phenyl-5a,6,7,8-tetrahydro-8aH-cyclopenta[4,5]furo[3,2-b]pyridin-8a-ol